NC=1C=C(C(=NC1)N1CC(N(CC1)C(=O)OC(C)(C)C)C(F)(F)F)OC tert-butyl 4-(5-amino-3-methoxypyridin-2-yl)-2-(trifluoromethyl)piperazine-1-carboxylate